7-oxa-1,3,10-triazaspiro[4.6]undecan-2-one N1C(NCC12COCCNC2)=O